C(C)(=O)OC(=O)C1=CC=C(O)C=C1 monoacetylparaben